8-(2-fluoro-4-methylphenyl)-9-(4-((1-(3-fluoropropyl)azetidin-3-yl)methyl)phenyl)-6,7-dihydro-5H-benzo[7]annulene-3-carboxylic acid hydrochloride Cl.FC1=C(C=CC(=C1)C)C=1CCCC2=C(C1C1=CC=C(C=C1)CC1CN(C1)CCCF)C=CC(=C2)C(=O)O